(R)-N-((1R,2R)-1-(3-chloro-4-cyclopropoxyphenyl)-1-hydroxy-3-(pyrrolidin-1-yl)propan-2-yl)-1-(2-chloro-5-(pyridin-2-yloxy)phenyl)pyrrolidine-3-carboxamide ClC=1C=C(C=CC1OC1CC1)[C@H]([C@@H](CN1CCCC1)NC(=O)[C@H]1CN(CC1)C1=C(C=CC(=C1)OC1=NC=CC=C1)Cl)O